NC1CC2(CS(C2)(=O)=O)C1 6-amino-2-thiaspiro(3.3)heptane 2,2-dioxide